p-methoxyphenylsulfonyliminophthalimide COC=1C(C2C(C(=O)NC2=O)=CC1)=NS(=O)(=O)C1=CC=CC=C1